2-(2-cyclopropyl-5-(methylsulfonyl)phenyl)-4,4,5,5-tetramethyl-1,3,2-dioxaborolane C1(CC1)C1=C(C=C(C=C1)S(=O)(=O)C)B1OC(C(O1)(C)C)(C)C